O(C#N)C1=CC=C(C=C1)C12CC3(CC(CC(C1)C3)C2)C2=CC=C(C=C2)OC#N 1,3-bis(4-cyanatophenyl)adamantane